COC1O[C@@H]([C@H]2OC(O[C@H]21)(C)C)CC(=O)NCCCC 2-[(3aR,6R,6aR)-4-methoxy-2,2-dimethyl-3a,4,6,6a-tetrahydrofuro[3,4-d][1,3]-dioxol-6-yl]-N-butyl-acetamide